1-(3-fluorobenzyl)-N3-methyl-N5-((1R,2R)-2-methylcyclopropyl)-2-oxo-1,2-dihydropyridine-3,5-dicarboxamide FC=1C=C(CN2C(C(=CC(=C2)C(=O)N[C@H]2[C@@H](C2)C)C(=O)NC)=O)C=CC1